C(C)S(=O)(=O)NC1CN(CC1)C(=O)O.ClC=1C=CC(=C(C1)C1=NN2C(=NC=3C=CC=CC3C2=N1)N[C@@H](C(=O)N)CC)OC(F)(F)F (2R)-2-({2-[5-chloro-2-(trifluoromethoxy)phenyl][1,2,4]triazolo[1,5-c]quinazolin-5-yl}amino)butanamide 3-(ethylsulfonamido)pyrrolidine-1-carboxylate